C(C)N(S(=O)(=O)C=1C=NC(=C(C1)N1CCN(CC1)C(C1=C(C=C(C=C1)F)CC(F)(F)F)=O)OC)CC N,N-diethyl-5-[4-[4-fluoro-2-(trifluoroethyl)benzoyl]piperazin-1-yl]-6-methoxy-pyridine-3-sulfonamide